F[C@H]1[C@]2(CC(C[C@@H](C[C@@H]1OC1=CC=C(N=N1)C1=C(C=C(C=C1)N1C=NC=C1)O)N2)C)C 2-(6-(((1R,2S,3S,5S)-2-fluoro-1,7-dimethyl-9-azabicyclo[3.3.1]nonan-3-yl)oxy)pyridazin-3-yl)-5-(1H-imidazol-1-yl)phenol